1-(4-vinyl-benzyl)-3-methylimidazole C(=C)C1=CC=C(CN2CN(C=C2)C)C=C1